Cl.Cl.CC=1C=C(C=C(C1)CCC1=CC=C(C(N)=N)C=C1)CCC1=CC=C(C(N)=N)C=C1 4,4'-((5-methyl-1,3-phenylene)bis(ethane-2,1-diyl))dibenzimidamide dihydrochloride